C1(=CC=CC=C1)C1(CC1)C=1NC(C=2CN(CCCC2N1)C(CC=1C=C(C=CC1)C1=CC=C(C=C1)OC(F)(F)F)=O)=O 2-(1-phenylcyclopropyl)-6-(2-(4'-(trifluoromethoxy)-[1,1'-biphenyl]-3-yl)acetyl)-3,5,6,7,8,9-hexahydro-4H-pyrimido[5,4-c]azepin-4-one